(1R,1'R,2R,2'R)-2,2'-(3,11-dioxo-4,10-dioxotridecylmethylene)bis(1,2,3,4-tetrahydro-6,7-dimethoxy-2-methyl-1-veratryl-isoquinolinium) O=C(CCC([N@+]1([C@@H](C2=CC(=C(C=C2CC1)OC)OC)CC1=CC(OC)=C(OC)C=C1)C)[N@+]1([C@@H](C2=CC(=C(C=C2CC1)OC)OC)CC1=CC(OC)=C(OC)C=C1)C)C(CCCCCC(C(CC)=O)=O)=O